BrC=1C=C(C(=NC1)NC1(CC1)C=1C=NC=CC1)F 5-bromo-3-fluoro-N-(1-(pyridin-3-yl)cyclopropyl)pyridin-2-amine